2,4,6-tri(3,1-benzoxazine-4-one-2-yl)naphthalene N1=C(OC(C2=C1C=CC=C2)=O)C2=CC1=CC=C(C=C1C(=C2)C2=NC1=C(C(O2)=O)C=CC=C1)C1=NC2=C(C(O1)=O)C=CC=C2